N,N'-bis((4-chloropyridin-2-yl)methyl)-N,N'-dimethylcyclohexane-1,2-diamine ClC1=CC(=NC=C1)CN(C1C(CCCC1)N(C)CC1=NC=CC(=C1)Cl)C